ClC=1C=C(C=CC1)C1=NN2C(NC=3C=CC=CC3C2=N1)=O 2-(3-chlorophenyl)[1,2,4]triazolo[1,5-c]quinazolin-5(6H)-one